ClC1=NC(=NC(=N1)C1=CC=CC=C1)C1=CC=CC=C1 2-chloro-4,6-diphenyl-1,3,5-Triazine